C(C1=CC=CC=C1)NCC1CCC(CC1)NC(OC(C)(C)C)=O tert-Butyl ((1r,4r)-4-((benzylamino)methyl)cyclohexyl)carbamate